C12COCC2C1C=1N=C2N(C=C(C(=C2)OC(C)C)I)C1 2-(3-Oxabicyclo[3.1.0]hexan-6-yl)-6-iodo-7-isopropoxyimidazo[1,2-a]pyridine